(S)-quinuclidin-3-yl (3,3-dimethyl-7-((E)-2-(thiophen-3-yl)vinyl)chroman-4-yl)carbamate CC1(COC2=CC(=CC=C2C1NC(O[C@@H]1CN2CCC1CC2)=O)\C=C\C2=CSC=C2)C